4-(cyclohexylthio)morpholine C1(CCCCC1)SN1CCOCC1